2-((1R,6S)-6-(difluoromethyl)-3-azabicyclo[4.1.0]heptan-3-yl)-N-(2-(4,4-difluoropiperidin-1-yl)pyrimidin-4-yl)-6-fluoro-4-((2-hydroxyethyl)sulfonamido)benzamide FC([C@]12CCN(C[C@@H]2C1)C1=C(C(=O)NC2=NC(=NC=C2)N2CCC(CC2)(F)F)C(=CC(=C1)NS(=O)(=O)CCO)F)F